C(C#C)OCCOCCOCCC(=O)ON1C(CCC1=O)=O 2,5-dioxopyrrolidin-1-yl 3-(2-(2-(prop-2-yn-1-yloxy)ethoxy)ethoxy)propanoate